(E)-3-(3,5-dichloro-4-(4-hydroxy-3-isopropylbenzyl)phenyl)-N,2-dimethylacrylamide ClC=1C=C(C=C(C1CC1=CC(=C(C=C1)O)C(C)C)Cl)/C=C(/C(=O)NC)\C